FC(COC1=NC=C(C=N1)C=1C=CC(N(N1)CC=1C=NC=C(C1)C(F)(F)F)=O)(F)F 6-(2-(2,2,2-trifluoroethoxy)pyrimidin-5-yl)-2-((5-(trifluoromethyl)pyridin-3-yl)methyl)pyridazin-3(2H)-one